ClC1=C(C=CC=C1)C1=CC(=CC(N1)=O)C1=CC(=NC=C1)NC1=NC(=NC=C1)C 6-(2-chlorophenyl)-4-[2-[(2-methylpyrimidin-4-yl)amino]-4-pyridyl]-1H-pyridin-2-one